F[P-](F)(F)(F)(F)F.N1(CCCC1)[PH3+] 1-pyrrolidinylphosphonium hexafluorophosphate